CCCC/C=C/OC(=O)/C(=C/C)/C Hexenyl Tiglate